3-(7,7-difluoro-3-((1-(hydroxymethyl)cyclopentyl)carbamoyl)-4,5,6,7-tetrahydro-1H-indazol-1-yl)pyrazine 1-oxide FC1(CCCC=2C(=NN(C12)C=1C=[N+](C=CN1)[O-])C(NC1(CCCC1)CO)=O)F